N-((1-(6-phenyl-5-(4-(trifluoromethoxy)phenyl)pyrazin-2-yl)piperidine-4-yl)methyl)benzamide C1(=CC=CC=C1)C1=C(N=CC(=N1)N1CCC(CC1)CNC(C1=CC=CC=C1)=O)C1=CC=C(C=C1)OC(F)(F)F